ClC1=C(OC(C(=O)OCC)(C)C)C(=CC(=C1)CN1C(N(CC1=O)C1=CC=C(C=C1)C(F)(F)F)=O)Cl Ethyl 2-(2,6-dichloro-4-((2,5-dioxo-3-(4-(trifluoromethyl)-phenyl)imidazolidin-1-yl)meth-yl)phenoxy)-2-methylpropionate